N-[2-[[4-[1-Methyl-4-(4-pyridyl)pyrazol-3-yl]phenyl]Methyl]-4-quinolyl]-1,1-diphenyl-methane-imine CN1N=C(C(=C1)C1=CC=NC=C1)C1=CC=C(C=C1)CC1=NC2=CC=CC=C2C(=C1)N=C(C1=CC=CC=C1)C1=CC=CC=C1